C(C)(C)OC=1C=CC(=NC1)C(=O)NNC(N)=N 2-(5-isopropoxypicolinoyl)-hydrazinecarboximidamide